tert-butyl-4-[2-[(8-fluoro-2-methyl-imidazo[1,2-a]pyridin-6-yl)carbamoyl]thiazolo[5,4-b]pyridin-5-yl]-2,6-dimethyl-3,6-dihydro-2H-pyridine-1-carboxylate C(C)(C)(C)OC(=O)N1C(CC(=CC1C)C1=CC=C2C(=N1)SC(=N2)C(NC=2C=C(C=1N(C2)C=C(N1)C)F)=O)C